OCCN1N=CC(=C1)S(=O)(=O)C=1C=C2C=NN(C(C2=CC1)=O)CC=1C=NC(=CC1)OC 6-((1-(2-hydroxyethyl)-1H-pyrazol-4-yl)sulfonyl)-2-((6-methoxypyridin-3-yl)methyl)phthalazin-1(2H)-one